C(C)(C)SC1=C(N=C(S1)N1N=C(C=C1C(=O)[O-])C)C1=CCC(CC1)C(F)(F)F 1-(5-(isopropylthio)-4-(4-(trifluoromethyl)cyclohex-1-en-1-yl)thiazol-2-yl)-3-methyl-1H-pyrazole-5-carboxylate